COC1=C(C=CC=C1)CN1CC=C2N1CC[C@H](C(N2C)=O)C2=NC(=NN2)C(=O)NC2CC2 1-[(2-methoxyphenyl)methyl]-N-(6S)-2-cyclopropyl-4-methyl-5-oxo-7,8-dihydro-6H-pyrazolo[1,5-a][1,3]diazepin-6-yl-1,2,4-triazole-3-carboxamide